tert-butyl (3s,5r)-3-(3-((7-amino-4-methyl-2,3-dioxo-1,2,3,4-tetrahydroquinoxalin-5-yl) oxy) propyl)-4,4-difluoro-5-methylpiperidine-1-carboxylate NC1=CC(=C2N(C(C(NC2=C1)=O)=O)C)OCCC[C@H]1CN(C[C@H](C1(F)F)C)C(=O)OC(C)(C)C